(S)-6-(1-amino-1,3-dihydrospiro[indene-2,4'-piperidine]-1'-yl)-3-(1-(4-(trifluoromethyl)pyridin-2-yl)vinyl)-1,5-dihydro-4H-pyrazole N[C@@H]1C2=CC=CC=C2CC12CCN(CC2)C2=CC(=CC(=N2)C(=C)C2=NNCC2)C(F)(F)F